OCCCCN Hydroxybutylamine